FC=1C=C(C#N)C=C(C1)[C@H]1N(OCC1)C(=O)[C@@H]1CC[C@H](CC1)CN1N=C2C=CC(=CC2=C1)F trans-3-fluoro-5-((S)-2-(4-((5-fluoro-2H-indazol-2-yl)methyl)cyclohexane-1-carbonyl)isoxazolidin-3-yl)benzonitrile